2-(2-chlorobenzyl)-3-(cyclohexylthio)propanoic acid ClC1=C(CC(C(=O)O)CSC2CCCCC2)C=CC=C1